N-(2-hydroxyethyl)pyridine-2-carboxamide OCCNC(=O)C1=NC=CC=C1